BrC=1C=C(C(=NC1)OC(C(F)(F)F)C1CC1)F 5-bromo-2-(1-cyclopropyl-2,2,2-trifluoroethoxy)-3-fluoropyridine